di-melamine pyrophosphate OP(O)(=O)OP(=O)(O)O.N1=C(N)N=C(N)N=C1N.N1=C(N)N=C(N)N=C1N